di(thienyl)phosphine oxide S1C(=CC=C1)P(C=1SC=CC1)=O